2-(2-vinylethoxy)-4-butyl acrylate C(C=C)(=O)OCCC(C)OCCC=C